1-(4-((4-(6-((6-acetyl-8-cyclopentyl-5-methyl-7-oxo-7,8-dihydropyrido[2,3-d]pyrimidin-2-yl)amino)pyridin-3-yl)piperazin-1-yl)methyl)pyridin-2-yl)dihydropyrimidine-2,4(1H,3H)-dione C(C)(=O)C1=C(C2=C(N=C(N=C2)NC2=CC=C(C=N2)N2CCN(CC2)CC2=CC(=NC=C2)N2C(NC(CC2)=O)=O)N(C1=O)C1CCCC1)C